C(C)(C)(C)[C@]1(N(CCC1)C(=O)OC(C)(C)C1=CC(=NC=C1)NC=1N=CC2=C(N=CC(=C2C1)C1=NN2C(C=CC(=C2)N2CCOCC2)=N1)NC)C(N)=S 2-[2-[[8-(methylamino)-5-(6-morpholino-[1,2,4]triazolo[1,5-a]pyridin-2-yl)-2,7-naphthyridin-3-yl]amino]-4-pyridinyl]propan-2-ol (S)-tert-butyl-2-carbamothioylpyrrolidine-1-carboxylate